CC=1C=C(C=C(C1)C)C1=C(C(=CC(=C1)C1=CC(=CC(=C1)C)C)C1=CC(=CC(=C1)C)C)S.[K] potassium 2,4,6-tris(3,5-dimethylphenyl)benzenethiol